methyl (S)-2-(((benzyloxy)carbonyl)amino)-4-oxobutanoate C(C1=CC=CC=C1)OC(=O)N[C@H](C(=O)OC)CC=O